2-(1-methylhydrotelluro-ethyl)pyridine CC(C[TeH])C1=NC=CC=C1